N-(2-cyclopropyl-3-oxo-2,3-dihydropyridazin-4-yl)-6-isopropoxy-2-(1-methyl-2-oxabicyclo[2.1.1]hexan-4-yl)-2H-indazole-5-carboxamide C1(CC1)N1N=CC=C(C1=O)NC(=O)C1=CC2=CN(N=C2C=C1OC(C)C)C12COC(C1)(C2)C